COC(=O)C=1SC(=C(C1)N)CC(=O)OC 5-(2-Methoxy-2-oxoethyl)-4-aminothiophene-2-carboxylic acid methyl ester